N-[3-(trimethoxysilylpropyl)propyl]N-butylamine CO[Si](OC)(OC)CCCCCCNCCCC